[O-2].[O-2].[O-2].[Sm+3].[Sm+3] disamarium trioxide